O\N=C(\CC=1SC=CC1)/N (Z)-N'-hydroxy-2-(thiophen-2-yl)acetamidine